[O].[Lu] lutetium oxygen